C(CCCCCCC)SC1=NC(=NC(=N1)SCCCCCCCC)NC1=CC(=C(C(=C1)C(C)(C)C)O)C(C)(C)C 2,4-bis(octylmercapto)-6-(4-hydroxy-3,5-di-tert-butylphenylamino)-1,3,5-triazine